CN(C(=O)C1=NC=C(N=C1)C1CCN(CC1)C(=O)C1=C(N(C2N=CN=CC21)C)C2=CC=CC=C2)C N,N-dimethyl-5-(1-(7-methyl-6-phenyl-4a,7a-dihydro-7H-pyrrolo[2,3-d]pyrimidine-5-carbonyl)piperidin-4-yl)pyrazine-2-carboxamide